NC1=NC=CC(=N1)NC1=CC=C(C=C1)C(C(=O)N)(C1=CC=CC=C1)N1C(C2=CC=C(C=C2C1)C1=CC=C(C=C1)N(CC)CC)=O (4-((2-aminopyrimidin-4-yl)amino)phenyl)-2-(5-(4-(diethylamino)phenyl)-1-oxoisoindolin-2-yl)-2-phenylacetamide